N[C@@H]([14CH2]O)C(=O)O [3-14C]serine